N1=CN=C2C1=CC=NC=C2 imidazo[4,5-d]azepine